6-isopropyl-2-morpholino-4-((4-(4,4,5,5-tetramethyl-1,3,2-dioxaborolan-2-yl)phenyl)amino)-5,6-dihydro-7H-pyrrolo[3,4-d]pyrimidin-7-one C(C)(C)N1C(C=2N=C(N=C(C2C1)NC1=CC=C(C=C1)B1OC(C(O1)(C)C)(C)C)N1CCOCC1)=O